C(C)C1=NC2=C(C=3N1C=NN3)C=C(N=C2C(C)NC2=C(C(=O)O)C=CC=C2)C 2-((1-(5-Ethyl-9-methylpyrido[4,3-e][1,2,4]triazolo[4,3-c]pyrimidin-7-yl)ethyl)amino)benzoic acid